6-oxa-3-azabicyclo[3.1.0]hexane-2-one C12C(NCC2O1)=O